FC(C1=NN(C=C1C(=O)NC1CCC(CC1)NC1=CC=CC=2N1C=C(N2)C(F)(F)F)C)F 3-(difluoromethyl)-1-methyl-N-[(1s,4s)-4-{[2-(trifluoromethyl)imidazo[1,2-a]pyridin-5-yl]amino}cyclohexyl]-1H-pyrazole-4-carboxamide